O1C(OCC1)C1=CC(=C(OCC=2C(=C(OCCO)C=CC2)C(F)(F)F)C=C1)OC 2-(3-{[4-(1,3-dioxolan-2-yl)-2-methoxyphenoxy]methyl}-2-(trifluoromethyl)phenoxy)ethan-1-ol